(+)-2-methyl-1-[(4-methyl-5-isoquinolinyl)sulfonyl]homopiperazine CC1N(CCCNC1)S(=O)(=O)C1=C2C(=CN=CC2=CC=C1)C